[Cl-].[Eu+3].[Cl-].[Cl-] europium chloride salt